CC1(OB(OC1(C)C)C1=CC=CC2=C1N(C=N2)CCCN(C(OC(C)(C)C)=O)CCCC(F)(F)F)C tert-butyl N-[3-[7-(4,4,5,5-tetramethyl-1,3,2-dioxaborolan-2-yl)benzimidazol-1-yl]propyl]-N-(4,4,4-trifluorobutyl)carbamate